BrC1=CN(C2=NC(=CC=C21)C)S(=O)(=O)C2=CC=C(C)C=C2 3-bromo-6-methyl-1-p-toluenesulfonyl-1H-pyrrolo[2,3-b]pyridine